dipropylmalonic acid dipropyl ester C(CC)OC(C(C(=O)OCCC)(CCC)CCC)=O